C(C)(CC)C1C(NC2=C(CN1C(=O)N1CC(CC1)O)C=C(C=C2)F)=O 3-(sec-butyl)-7-fluoro-4-(3-hydroxypyrrolidine-1-carbonyl)-1,3,4,5-tetrahydro-2H-benzo[1,4]diazepin-2-one